(R)-7-bromo-2,6-dichloro-8-fluoro-5-(2-((1-(3-((4-methoxybenzyl)amino)pyrazin-2-yl)ethyl)amino)ethoxy)quinazolin-4(3H)-one BrC1=C(C(=C2C(NC(=NC2=C1F)Cl)=O)OCCN[C@H](C)C1=NC=CN=C1NCC1=CC=C(C=C1)OC)Cl